P(=O)(OC(OC)OC)(OC(OC)OC)[O-] bis(dimethoxymethyl) phosphate